4-fluoro-2(3H)-benzothiazolethione FC1=CC=CC2=C1NC(S2)=S